N1=C(C=CC=C1)C1=C(C=CC=C1)[Ir]C1=C(C=CC=C1)C1=NC=CC=C1 bis[(2-pyridyl)phenyl]iridium